C(C)(=O)N1CCC(CC1)(O)C1=CC2=C(N=CN=C2N[C@H](C#C)C2=C(C(=CC=C2)C(F)(F)F)C)N(C1=O)C (R)-6-(1-acetyl-4-hydroxypiperidin-4-yl)-8-methyl-4-((1-(2-methyl-3-(trifluoromethyl)phenyl)prop-2-yn-1-yl)amino)pyrido[2,3-d]pyrimidin-7(8H)-one